FC1=C(C(=CC=C1)OC)C1=NOC(=N1)C1=CC2=C(N(N=N2)C(C)C)C=C1 3-(2-fluoro-6-methoxy-phenyl)-5-(1-isopropylbenzo-triazol-5-yl)-1,2,4-oxadiazole